(4-Aminophenyl)methanol NC1=CC=C(C=C1)CO